BrC1=CC=C(C=C1)C#CC(O)(C1=CC=CC=C1)C=1NC2=CC=CC=C2C1 3-(4-Bromophenyl)-1-(1H-indol-2-yl)-1-phenyl-prop-2-yn-1-ol